N-((1R,3r,5S,6r)-3-(6-chloro-1H-indazol-4-yl)-3-hydroxybicyclo[3.1.0]hexan-6-yl)-1,2,5-oxadiazole-3-carboxamide ClC1=CC(=C2C=NNC2=C1)C1(C[C@H]2C([C@H]2C1)NC(=O)C1=NON=C1)O